Diethyl-((1S,2S,3R)-1,3-difluoro-1-(4-(methylsulfonyl)phenyl)butan-2-yl)phosphoramide C(C)NP(=O)(N[C@H]([C@H](C1=CC=C(C=C1)S(=O)(=O)C)F)[C@@H](C)F)NCC